(3S,4r,5R)-1-(2-(4,4-difluorocyclohexyl)ethyl)piperidine-3,4,5-triol FC1(CCC(CC1)CCN1C[C@@H](C([C@@H](C1)O)O)O)F